2-(3,3,4,4,4-Pentafluorobutyl)isoindoline-1,3-dione FC(CCN1C(C2=CC=CC=C2C1=O)=O)(C(F)(F)F)F